CC1=NON=C1S(=O)(=O)N1[C@H]2CC(C[C@@H]1CC2)N2CCC(CC2)C 3-Methyl-4-(((1R,3r,5S)-3-(4-methylpiperidin-1-yl)-8-azabicyclo[3.2.1]octan-8-yl)sulfonyl)-1,2,5-oxadiazole